Methyl 2-(5,6-dihydroindolo[2,1-a]isoquinolin-5-yl)acetate C1=CC=CC=2C(CN3C(C12)=CC=1C=CC=CC13)CC(=O)OC